FC1(CC(CC1)N1C(C=C(C2=C1N=C(N=C2)NC=2C=C1CC(NC1=CC2)=O)C)=O)F 8-(3,3-Difluorocyclopentyl)-5-methyl-2-((2-oxoindolin-5-yl)amino)pyrido[2,3-d]pyrimidin-7(8H)-one